1-(2-chlorophenyl)-4-(dimethylamino)-7-(trifluoromethyl)pyrido[2,3-d]-pyrimidin-2(1H)-one ClC1=C(C=CC=C1)N1C(N=C(C2=C1N=C(C=C2)C(F)(F)F)N(C)C)=O